C1(C(C=CC=C1)C)(C)S(=O)(=O)O.C1(CCC1)C(=O)O cyclobutanecarboxylic acid xylenesulfonate